4-amino-N-((5-(difluoromethyl)-2-pyridinyl)methyl)-N-((1R)-1-(1-methyl-1H-1,2,4-triazol-3-yl)ethyl)-1,3-dihydrofuro[3,4-c]quinoline-8-carboxamide NC1=NC=2C=CC(=CC2C2=C1COC2)C(=O)N([C@H](C)C2=NN(C=N2)C)CC2=NC=C(C=C2)C(F)F